(R)-2-(4-isopropylphenyl)-N-(1-(3-methylisoxazolo[4,5-c]pyridin-6-yl)ethyl)acetamide C(C)(C)C1=CC=C(C=C1)CC(=O)N[C@H](C)C1=CC2=C(C=N1)C(=NO2)C